C(C1=CC=CC=C1)OC[C@H]1CO1 (R)-benzylglycidyl ether